ClC=1C=C(C2=C(CC(O2)(C)C)C1)COC1=C(C(=C(C=C1)CCC(=O)NC1CC1)C)C 3-(4-((5-chloro-2,2-dimethyl-2,3-dihydrobenzofuran-7-yl)methoxy)-2,3-dimethylphenyl)-N-cyclopropylpropanamide